(3,3-difluoro-2-hydroxypropyl)-6-(4-methylphenyl)-2-(1-methyl-1H-pyrazol-4-yl)-3-oxo-2,3-dihydropyridazine-4-carboxamide FC(C(CC1=C(C(N(N=C1C1=CC=C(C=C1)C)C=1C=NN(C1)C)=O)C(=O)N)O)F